(1S,2R,5R)-N-hydroxy-3-((6-(4-isopropoxyphenoxy)pyridin-3-yl)sulfonyl)-8-pivaloyl-3,8-diazabicyclo[3.2.1]octane-2-carboxamide ONC(=O)[C@H]1[C@@H]2CC[C@H](CN1S(=O)(=O)C=1C=NC(=CC1)OC1=CC=C(C=C1)OC(C)C)N2C(C(C)(C)C)=O